C1=CC(=CC=C1N=O)S(=O)(=O)N The molecule is a sulfonamide that is benzenesulfonamide bearing a nitroso substituent at position 4. It has a role as a hapten and an allergen. It is a nitroso compound and a sulfonamide.